NC1=NC=2C=CC(=CC2C2=C1C=NN2C)C(=O)N(CC2=NC=C(C=C2)C(F)(F)F)N2CCC(CC2)(F)F 4-amino-N-(4,4-difluoropiperidin-1-yl)-1-methyl-N-((5-(trifluoromethyl)pyridin-2-yl)methyl)-1H-pyrazolo[4,3-c]quinoline-8-carboxamide